2-(3-([1,1'-biphenyl]-3-yl)-4-(4-sulfamoylbenzyl)-1H-pyrazol-1-yl)thiazole-4-carboxylic acid C1(=CC(=CC=C1)C1=NN(C=C1CC1=CC=C(C=C1)S(N)(=O)=O)C=1SC=C(N1)C(=O)O)C1=CC=CC=C1